[N+](=O)([O-])C1=C(C=O)C=C(C(=C1)OCC1=CC=CC=C1)OCC1=CC=CC=C1 2-Nitro-4,5-dibenzyloxybenzaldehyde